6-benzyl 2-(tert-butyl) 8-(hydroxymethyl)-2,6-diazaspiro[3.4]octane-2,6-dicarboxylate OCC1CN(CC12CN(C2)C(=O)OC(C)(C)C)C(=O)OCC2=CC=CC=C2